2-(3-(2-(5-chloropyridin-3-yl)-4-methyloxazol-5-yl)-6-oxopyridazin-1(6H)-yl)-N-ethylacetamide ClC=1C=C(C=NC1)C=1OC(=C(N1)C)C1=NN(C(C=C1)=O)CC(=O)NCC